The molecule is the cation resulting from the protonation of the imidazole group of butaconazole. It is a conjugate acid of a butoconazole. [H+].C1=CC(=C(C(=C1)Cl)SC(CCC2=CC=C(C=C2)Cl)CN3C=CN=C3)Cl